N-[2-(5-bromo-1,3-benzothiazol-2-yl)ethyl]-7-(5-methyl-1,2,4-oxadiazol-3-yl)isoquinolin-1-amine BrC=1C=CC2=C(N=C(S2)CCNC2=NC=CC3=CC=C(C=C23)C2=NOC(=N2)C)C1